N-(2,3-bis(isobutyryl-oxy)-5-chlorobenzylidene)-3,5-dichloro-benzenamine C(C(C)C)(=O)OC1=C(C=NC2=CC(=CC(=C2)Cl)Cl)C=C(C=C1OC(C(C)C)=O)Cl